N-[5-(2-chloro-6-methoxyphenyl)-1-trityl-1H-indazol-3-yl]-1-methylpiperidine-4-carboxamide ClC1=C(C(=CC=C1)OC)C=1C=C2C(=NN(C2=CC1)C(C1=CC=CC=C1)(C1=CC=CC=C1)C1=CC=CC=C1)NC(=O)C1CCN(CC1)C